benzyl 3-hydroxyazetidine-1-carboxylate OC1CN(C1)C(=O)OCC1=CC=CC=C1